1-(1-hydroxy-2-methylpropan-2-yl)-N,N-bis(4-methoxybenzyl)-1H-imidazole-4-sulfonamide OCC(C)(C)N1C=NC(=C1)S(=O)(=O)N(CC1=CC=C(C=C1)OC)CC1=CC=C(C=C1)OC